1-(4-(pyridin-4-yl)-3,4-dihydroquinoxalin-1(2H)-yl)-3-(pyrrolidin-1-yl)propan N1=CC=C(C=C1)N1CCN(C2=CC=CC=C12)CCCN1CCCC1